C(C)SC1=NN=C(S1)NC(CSC=1NC(C2=C(N1)N(N=C2)C2CC2)=O)=O N-(5-(ethylthio)-1,3,4-thiadiazol-2-yl)-2-((1-cyclopropyl-4-oxo-4,5-dihydro-1H-pyrazolo[3,4-d]pyrimidin-6-yl)thio)acetamide